FC1=C2C(=NC=NC2=CC=C1)N[C@@H](CC)C1=NC2=CC=CC(=C2C(N1C1=CC=CC=C1)=O)C=1C=NC(=NC1)C (S)-2-(1-((5-fluoroquinazolin-4-yl)amino)propyl)-5-(2-methylpyrimidin-5-yl)-3-phenylquinazolin-4(3H)-one